3-[8-amino-1-(2-phenyl-7-quinolinyl)imidazo[1,5-a]pyrazin-3-yl]-1-methyl-cyclobutanol NC=1C=2N(C=CN1)C(=NC2C2=CC=C1C=CC(=NC1=C2)C2=CC=CC=C2)C2CC(C2)(O)C